diisopropyl-(dimethoxy)silane C(C)(C)[Si](OC)(OC)C(C)C